NC=1C=CC(=NC1)N[C@@H]1C[C@@H](N(C2=CC=CC=C12)C(CC)=O)C |o1:8,10| 1-((2S*,4R*)-4-((5-aminopyridin-2-yl)amino)-2-methyl-3,4-dihydroquinolin-1(2H)-yl)propan-1-one